[C@H]12CN(C[C@H](CC1)N2)C2=NC(=NC1=C(C(=C(C=C21)Cl)C2=CC(=CC1=CC=CC=C21)O)F)OCCN(C)C 4-((S or R)-4-((1R,5S)-3,8-diazabicyclo[3.2.1]octan-3-yl)-6-chloro-2-(2-(dimethyl-amino)ethoxy)-8-fluoro-quinazolin-7-yl)naphthalen-2-ol